(R)-N-(3-(2-(1-hydroxyethyl)-1-methyl-1H-imidazol-4-yl)-1-methyl-1H-pyrazolo[3,4-c]pyridin-5-yl)cyclopropanecarboxamide O[C@H](C)C=1N(C=C(N1)C1=NN(C2=CN=C(C=C21)NC(=O)C2CC2)C)C